2-((benzyloxy)methyl)-4-oxotetrahydrofuran-3-carbonitrile C(C1=CC=CC=C1)OCC1OCC(C1C#N)=O